5,7,8,4'-tetramethoxyflavone COC1=C2C(C=C(OC2=C(C(=C1)OC)OC)C1=CC=C(C=C1)OC)=O